(3-{5-amino-6-[1-(2-chloro-3,6-difluoro-phenyl)-ethoxy]-pyridin-2-yl}-phenyl)-(4-pyrrolidin-1-yl-piperidin-1-yl)-methanone NC=1C=CC(=NC1OC(C)C1=C(C(=CC=C1F)F)Cl)C=1C=C(C=CC1)C(=O)N1CCC(CC1)N1CCCC1